C1(=CC(=CC=C1)NCC1=COC2=CC=CC=C2C1=O)C 3-((m-Tolylamino)methyl)-4H-chromen-4-one